O[C@H]1C[C@@H](CCC1)NC1=NC=C2N=C(N(C2=N1)C1CCC(CC1)C(=O)N)NC1=C(C=C(C=C1F)F)F (1S,4s)-4-(2-((1R,3R)-3-hydroxycyclohexylamino)-8-(2,4,6-trifluorophenylamino)-9H-purin-9-yl)cyclohexanecarboxamide